C(C)C1=C(NC2=CC=C(C=C12)C1CCN(CC1)CC=1N=C(NC1)C1=CC=CC=C1)C1=C2C(=NC=C1)NN=C2 4-(3-ethyl-5-(1-((2-phenyl-1H-imidazol-4-yl)methyl)piperidin-4-yl)-1H-indol-2-yl)-1H-pyrazolo[3,4-b]pyridine